COC1=C(CNC=2C3=C(N=CN2)N(C=C3B3OC(C(O3)(C)C)(C)C)C)C=CC(=C1)OC N-(2,4-dimethoxybenzyl)-7-methyl-5-(4,4,5,5-tetramethyl-1,3,2-dioxaborolan-2-yl)-7H-pyrrolo[2,3-d]pyrimidin-4-amine